Methyl 4-amino-3-((oxetan-2-ylmethyl)amino)benzoate NC1=C(C=C(C(=O)OC)C=C1)NCC1OCC1